6-chloroimidazo[1,2-a]pyridine-2-carboxylic acid ClC=1C=CC=2N(C1)C=C(N2)C(=O)O